CC1(CCCC1)C=O 1-METHYL-CYCLOPENTANECARBOXALDEHYDE